ClC1=C(C=CC=C1)S(=O)(=O)NC1=C(C(=C(OC2=NC=CC=C2C2=NC(=NC=C2)N[C@@H]2CN(CCC2)C(=O)OC(C)(C)C)C=C1)C)C tert-Butyl (3S)-3-[[4-[2-[4-[(2-chlorophenyl)sulfonylamino]-2,3-dimethyl-phenoxy]-3-pyridyl]pyrimidin-2-yl]amino]piperidine-1-carboxylate